Bis(2,3,4-trihydroxy-6-methylphenyl)sulfoxide OC1=C(C(=CC(=C1O)O)C)S(=O)C1=C(C(=C(C=C1C)O)O)O